dimethyl-2,6-naphthalenedicarboxylic acid CC=1C(=C(C2=CC=C(C=C2C1)C(=O)O)C)C(=O)O